CC1=NC=2N(C=C1)C(=CN2)N2C(C1=CC=CC=C1C2)=O (7-methylimidazo[1,2-a]pyrimidin-3-yl)isoindolin-1-one